bis(2-(naphthalen-1-yl) ethyl) sulfite S(=O)(OCCC1=CC=CC2=CC=CC=C12)OCCC1=CC=CC2=CC=CC=C12